C(C)(C)N1N=CC(=C1)C1=NC(=NC=C1C)NC=1C=C2C=CN(C2=CC1)C(CC1=CC(=CC=C1)OC(F)(F)F)=O 1-(5-((4-(1-isopropyl-1H-pyrazol-4-yl)-5-methylpyrimidin-2-yl)amino)indol-1-yl)-2-(3-(trifluoromethoxy)phenyl)ethan-1-one